O=C1NC(CCC1N1C(C2=CC=CC(=C2C1=O)NCC=1C=NN(C1)CCC(=O)NC1=CC2=CC(=C(C(=C2C=C1)F)N1S(NC(C1)=O)(=O)=O)O)=O)=O 3-[4-[[[2-(2,6-dioxo-3-piperidyl)-1,3-dioxo-isoindolin-4-yl]amino]methyl]pyrazol-1-yl]-N-[5-fluoro-7-hydroxy-6-(1,1,4-trioxo-1,2,5-thiadiazolidin-2-yl)-2-naphthyl]propanamide